3-[N-(2-aminoethyl)amino]propyl-triethoxysilane NCCNCCC[Si](OCC)(OCC)OCC